CN(C=1SC2=C(N1)OCC=1C=C(C=CC12)C1=CN(C=C1)C)C1CC(NC(C1)(C)C)(C)C N-methyl-7-(1-methyl-1H-pyrrol-3-yl)-N-(2,2,6,6-tetramethylpiperidin-4-yl)-5H-isochromeno[3,4-d]thiazol-2-amine